1-((1R,4R)-4-((4-((RS)-2,6-dioxopiperidin-3-yl)phenyl)amino)cyclohexane-1-carbonyl)piperidine-4-carboxylic acid O=C1NC(CC[C@@H]1C1=CC=C(C=C1)NC1CCC(CC1)C(=O)N1CCC(CC1)C(=O)O)=O |r|